7-[[4-[2-(2-amino-3-pyridyl)-5-phenyl-imidazo[4,5-b]pyridin-3-yl]phenyl]methyl]-7-azaspiro[3.5]nonan-2-amine NC1=NC=CC=C1C1=NC=2C(=NC(=CC2)C2=CC=CC=C2)N1C1=CC=C(C=C1)CN1CCC2(CC(C2)N)CC1